CC(=C)C1=CC(=CC=C1)C(=C)C 1,3-bis(1-methylvinyl)benzene